O(C1=CC=CC=C1)[C@@H]1COC(=C1OC1=CC=CC=C1)COC1=CC=CC=C1 (3R,4R,5R)-3,4-bis(phenoxy)-5-((phenoxy)methyl)dihydrofuran